5-cyano-4-(((4-methylthiomorpholin-2-yl)methyl)amino)pyridin C(#N)C=1C(=CC=NC1)NCC1CN(CCS1)C